N-[1-[3-[1-(3-pyridyl)-1,2,4-triazol-3-yl]pyrazin-2-yl]ethyl]-3,5-bis(tri-fluoromethyl)benzamide N1=CC(=CC=C1)N1N=C(N=C1)C=1C(=NC=CN1)C(C)NC(C1=CC(=CC(=C1)C(F)(F)F)C(F)(F)F)=O